OC(=O)C(F)(F)F.CS(=O)(=O)CC(=O)N(CCN1C2CC(CC1CC2)C=2C=C(C(=O)N)C=CC2)CC2=CC=C(C=C2)C(F)(F)F 3-endo-(8-{2-[(2-methanesulfonylacetyl)-(4-trifluoromethyl-benzyl)amino]ethyl}-8-azabicyclo[3.2.1]oct-3-yl)-benzamide TFA salt